1,3,5-triiodo-1,3,5-triazin-2,4,6-trione IN1C(N(C(N(C1=O)I)=O)I)=O